methyl 4-(1-benzyl-4-(trifluoromethyl)-1H-imidazol-2-yl)-3-bromobenzoate C(C1=CC=CC=C1)N1C(=NC(=C1)C(F)(F)F)C1=C(C=C(C(=O)OC)C=C1)Br